2-(thiophene-2-ylsulfonyl)-2,5-diazabicyclo[2.2.2]octane S1C(=CC=C1)S(=O)(=O)N1C2CNC(C1)CC2